tert-Butyl 3-(4-benzyloxyphenyl)-4-(4-pyridyl)pyrazole-1-carboxylate C(C1=CC=CC=C1)OC1=CC=C(C=C1)C1=NN(C=C1C1=CC=NC=C1)C(=O)OC(C)(C)C